FC(C1=CC(=NN1CCN(C)C)C1=NC(=NO1)C1(CC1)C1=C(C=CC=C1)C)F 2-(5-(Difluoromethyl)-3-(3-(1-(o-tolyl)cyclopropyl)-1,2,4-oxadiazol-5-yl)-1H-pyrazol-1-yl)-N,N-dimethylethan-1-amine